5-fluoro-6-(methyl-d3)pyridin-2-amine FC=1C=CC(=NC1C([2H])([2H])[2H])N